2H-benzotriazole-5-carboxylate N=1NN=C2C1C=CC(=C2)C(=O)[O-]